FC=1C=C(C=C(C1)[N+](=O)[O-])CC(=O)OC methyl 2-(3-fluoro-5-nitrophenyl)acetate